NC1=C(C=C(C(=C1)C#N)C#N)NCCCCCNC(OC(C)(C)C)=O tert-butyl (5-((2-amino-4,5-dicyanophenyl)amino)pentyl)carbamate